1'-((5-(aminomethyl)-1-(3-(methylsulfonyl)propyl)-1H-indol-2-yl)methyl)-6'-fluorospiro[cyclopropane-1,3'-indol]-2'-one NCC=1C=C2C=C(N(C2=CC1)CCCS(=O)(=O)C)CN1C(C2(C3=CC=C(C=C13)F)CC2)=O